5-(4-(4-phenylpiperazin-1-yl)phenyl)imidazolidin-2-one C1(=CC=CC=C1)N1CCN(CC1)C1=CC=C(C=C1)C1CNC(N1)=O